2-methoxy-3-(trifluoromethyl)pyridine COC1=NC=CC=C1C(F)(F)F